FC(CCCC\C=C/CCCCSCCC(=O)O)CCC 3-{[(5Z)-11-fluorotetradec-5-en-1-yl]sulfanyl}propanoic acid